O=C(COC1=NC=CC(=N1)C#N)N1CCC(CC1)C=1SC=C(N1)C1=NOC(C1)C1=C(C=C(C=C1Cl)Cl)Cl 2-(2-oxo-2-(4-(4-(5-(2,4,6-trichlorophenyl)-4,5-dihydroisoxazol-3-yl)thiazol-2-yl)piperidin-1-yl)ethoxy)pyrimidine-4-carbonitrile